(S)-5-oxopyrrolidine-3-carboxylic acid [5-[3-chloro-5-(2,2,2-trifluoro-1,1-dimethylethoxymethyl)phenyl]-1-phenyl-1H-pyrazol-3-yl]amide ClC=1C=C(C=C(C1)COC(C(F)(F)F)(C)C)C1=CC(=NN1C1=CC=CC=C1)NC(=O)[C@@H]1CNC(C1)=O